(4-(tert-butyl)benzyl)(3-ethylphenyl)sulfane C(C)(C)(C)C1=CC=C(CSC2=CC(=CC=C2)CC)C=C1